FC=1C=C(C(=C(C1)NC=1C=C(C=CC1)C)C)N 5-fluoro-2-methyl-N1-(m-tolyl)benzene-1,3-diamine